BrC1=C(C(=C(C=C1)C(F)F)F)OC bromo-4-(difluoromethyl)-3-fluoro-2-methoxy-benzene